tert-Butyl 4-chloro-2-(chloromethyl)-1H-indole-1-carboxylate ClC1=C2C=C(N(C2=CC=C1)C(=O)OC(C)(C)C)CCl